N1=CC=C(C=C1)C=1C=C(C=O)C=C(C1)C1=CC=NC=C1 3,5-di(4-pyridyl)-benzaldehyde